ClC1=C(C[N+]2=C3N(C(C(=C2)C=2C(=NOC2C)C)=O)C=CC=C3)C=C(C=C1)F 1-(2-chloro-5-fluorobenzyl)-3-(3,5-dimethylisoxazol-4-yl)-4-oxo-4H-pyrido[1,2-a]pyrimidinium